4-bromo-7-fluorophthalazin-1(2H)-one BrC1=NNC(C2=CC(=CC=C12)F)=O